BrCCCCCCO[Si](OC(OCC(CCCCCCCC)CCCCCC)CCCCCCC\C=C/CCCCCCCC)(C)C (Z)-1-bromo-10-(heptadec-8-en-1-yl)-13-hexyl-8,8-dimethyl-7,9,11-trioxa-8-silahenicosane